2-methyl-N-(2,2,2-trifluoro-1-(3-fluorophenyl)ethylidene)propane-2-sulfinamide CC(C)(C)S(=O)N=C(C(F)(F)F)C1=CC(=CC=C1)F